1-(((S)-oxetan-2-yl)methyl)-1H-imidazo[4,5-b]pyridine-6-carboxylic acid methyl ester COC(=O)C=1C=C2C(=NC1)N=CN2C[C@H]2OCC2